BrC=1C=C(C=CC1Br)C(F)(F)F 3,4-dibromobenzotrifluoride